COC1=C(C=CC=C1)C(C)(C)OO 2-(2-methoxyphenyl)-2-propyl hydroperoxide